tert-Butyl (2S)-4-[7-[3-chloro-2-(trifluoromethyl)phenyl]-2-[[(2R)-1-methylpyrrolidin-2-yl]methoxy]-6,8-dihydro-5H-pyrido[3,4-d]pyrimidin-4-yl]-2-(cyanomethyl)piperazine-1-carboxylate ClC=1C(=C(C=CC1)N1CC=2N=C(N=C(C2CC1)N1C[C@@H](N(CC1)C(=O)OC(C)(C)C)CC#N)OC[C@@H]1N(CCC1)C)C(F)(F)F